N-(7-chloro-2-(cyclopropylmethyl)-3-oxoisoindolin-4-yl)-6,7-dihydro-5H-cyclopenta[b]pyridine-4-carboxamide ClC=1C=CC(=C2C(N(CC12)CC1CC1)=O)NC(=O)C1=C2C(=NC=C1)CCC2